C1(CC1)C=1C=C(C(=O)O)C=C(N1)C(F)(F)F 2-cyclopropyl-6-(trifluoromethyl)isonicotinic acid